O1-benzyl O2-methyl (2S,4S)-4-[4-[3-[3-[tert-butoxycarbonyl(methyl)amino]propyl]-6-fluoro-2-methyl-indazol-4-yl]pyrimidin-2-yl]oxypyrrolidine-1,2-dicarboxylate C(C)(C)(C)OC(=O)N(CCCC=1N(N=C2C=C(C=C(C12)C1=NC(=NC=C1)O[C@H]1C[C@H](N(C1)C(=O)OCC1=CC=CC=C1)C(=O)OC)F)C)C